4-(3-Benzyloxy-benzylamino)-2-hydroxy-benzonitrile C(C1=CC=CC=C1)OC=1C=C(CNC2=CC(=C(C#N)C=C2)O)C=CC1